orthophosphoric acid tripotassium salt [K+].[K+].[K+].P([O-])([O-])([O-])=O